4-(3,5-dimethoxybenzyl)-9-(4-fluoro-2-methylphenyl)-7-vinyl-3,4-dihydro-1H-benzo[e][1,4]diazepine-2,5-dione COC=1C=C(CN2CC(NC3=C(C2=O)C=C(C=C3C3=C(C=C(C=C3)F)C)C=C)=O)C=C(C1)OC